4-(3-Methyl-1-((2-(trimethylsilyl)ethoxy)methyl)-1H-pyrrolo[2,3-b]pyridin-4-yl)benzoic acid CC1=CN(C2=NC=CC(=C21)C2=CC=C(C(=O)O)C=C2)COCC[Si](C)(C)C